Cl.N1C(=NC=C1)N1CCC(CC1)C=O 1-(1H-IMIDAZOL-2-YL)-PIPERIDINE-4-CARBALDEHYDE HCL